2,6-diisocyanatobiphenyl N(=C=O)C1=C(C(=CC=C1)N=C=O)C1=CC=CC=C1